2-(2,6-dioxopiperidin-3-yl)-5-(4-((1-(4-(1-(4-hydroxyphenyl)-2-phenylbut-1-ene-1-yl)phenyl)piperidin-4-yl)methyl)piperazin-1-yl-2,2,3,3,5,5,6,6-d8)isoindoline O=C1NC(CCC1N1CC2=CC=C(C=C2C1)N1C(C(N(C(C1([2H])[2H])([2H])[2H])CC1CCN(CC1)C1=CC=C(C=C1)C(=C(CC)C1=CC=CC=C1)C1=CC=C(C=C1)O)([2H])[2H])([2H])[2H])=O